(1s,4s)-4-(1-((2S,3S)-1-methyl-5-oxo-2-(pyridin-3-yl)pyrrolidin-3-yl)-1,5-dioxo-9,12-dioxa-2,6-diazapentadecane-15-amido)cyclohexane-1-carboxylic acid tert-butyl ester C(C)(C)(C)OC(=O)C1CCC(CC1)NC(CCOCCOCCNC(CCNC(=O)[C@@H]1[C@H](N(C(C1)=O)C)C=1C=NC=CC1)=O)=O